(S)-3-(6-(6-fluoropyridin-3-yl)-4-(5-nitrothiophene-2-carboxamido)-1H-pyrazolo[3,4-d]pyrimidin-1-yl)pyrrolidine-1-carboxylic acid ethyl ester C(C)OC(=O)N1C[C@H](CC1)N1N=CC=2C1=NC(=NC2NC(=O)C=2SC(=CC2)[N+](=O)[O-])C=2C=NC(=CC2)F